5-([1,2,4]triazolo[1,5-a]pyridin-6-yl)-N-(3,4-dichlorophenyl)-1-(6-methylpyridin-2-yl)-1H-pyrazole-3-carboxyamide N=1C=NN2C1C=CC(=C2)C2=CC(=NN2C2=NC(=CC=C2)C)CC(=O)NC2=CC(=C(C=C2)Cl)Cl